n-methyl-phosphonic acid amide CNP(O)=O